C12COCC(CC1)N2C2=C1C=C(NC1=NC=N2)C2=CC=C(C=C2)NC(C2=C(C=CC(=C2)CN2C[C@@H](CCC2)N)F)=O N-(p-{4-(3-oxa-8-azabicyclo[3.2.1]oct-8-yl)-1H-1,5,7-triazainden-2-yl}phenyl)5-{[(R)-3-amino-1-piperidyl]methyl}-2-fluorobenzamide